(3R)-1-(2-aminoethyl)-3-pyrrolidinol NCCN1C[C@@H](CC1)O